C[Si](CCC[Si](OC)(OC)OC)(Cl)Cl methyl-dichloro(3-(trimethoxysilyl)propyl)silane